L-lysinium [NH3+][C@@H](CCCCN)C(=O)O